ClC1=C(C(=CC(=C1)C(C(F)(F)F)(C(F)(F)F)F)Cl)N1N=CC(=C1)I 1-[2,6-dichloro-4-(1,1,1,2,3,3,3-heptafluoropropan-2-yl)phenyl]-4-iodo-1H-pyrazole